5-(3-(((1S,2R,3R,5R)-2-fluoro-9-azabicyclo[3.3.1]nonan-3-yl)oxy)-1,2,4-triazin-6-yl)-2-(1H-imidazol-1-yl)pyridin-4-ol F[C@@H]1[C@@H]2CCC[C@H](C[C@H]1OC=1N=NC(=CN1)C=1C(=CC(=NC1)N1C=NC=C1)O)N2